CN1N=C(C=C1C)NC(=O)C1CN(C1)C1=C(C=C2C(C(=CN(C2=N1)C=1SC=CN1)C(=O)O)=O)F 7-{3-[(1,5-dimethyl-1H-pyrazol-3-yl)carbamoyl]azetidin-1-yl}-6-fluoro-4-oxo-1-(1,3-thiazol-2-yl)-1,4-dihydro-1,8-naphthyridine-3-carboxylic acid